C(C)(=O)OC=1C=C(C=CC1)/C=C/C(=O)O[C@H]1CC=2C=C3C=CC(OC3=CC2OC1(C)C)=O (S)-8,8-dimethyl-2-oxo-7,8-dihydro-2H,6H-pyrano[3,2-g]chromen-7-yl (E)-3-(3-acetoxyphenyl)acrylate